C1(CC1)C=1C=C(C=CC1)C(C(=O)N1CC2=C(CCC1)N=C(NC2=O)C2(CC2)C2=CC(=CC=C2)F)O 6-(2-(3-cyclopropylphenyl)-2-hydroxyacetyl)-2-(1-(3-fluorophenyl)cyclopropyl)-3,5,6,7,8,9-hexahydro-4H-pyrimido[5,4-c]azepin-4-one